N-((5-((2,6-dioxo-1,2,3,6-tetrahydropyrimidin-4-yl)methoxy)-1-(4-(trifluoromethyl)phenyl)-1,2,3,4-tetrahydroquinolin-3-yl)methyl)propionamide O=C1NC(C=C(N1)COC1=C2CC(CN(C2=CC=C1)C1=CC=C(C=C1)C(F)(F)F)CNC(CC)=O)=O